4-[7-(Pyridin-2-yl)-5H-pyrrolo[2,3-b]pyrazin-6-yl]pyridin-2-amine hydrogen chloride salt Cl.N1=C(C=CC=C1)C1=C(NC2=NC=CN=C21)C2=CC(=NC=C2)N